(R)-3-(1-(7-(5-methoxy-1H-pyrazol-4-yl)-4-oxopyrido[4,3-d]pyrimidin-3(4H)-yl)ethyl)-N-methylbenzamide COC1=C(C=NN1)C1=CC=2N=CN(C(C2C=N1)=O)[C@H](C)C=1C=C(C(=O)NC)C=CC1